9-hydroxy-N-((R)-4-methyl-1-(((S)-4-(methylamino)-3,4-dioxo-1-((R)-2-oxopyrrolidin-3-yl)butan-2-yl)amino)-1-oxopentan-2-yl)-9H-fluorene-9-carboxamide OC1(C2=CC=CC=C2C=2C=CC=CC12)C(=O)N[C@@H](C(=O)N[C@@H](C[C@@H]1C(NCC1)=O)C(C(=O)NC)=O)CC(C)C